9,10-bis(naphthalen-1-yl)-2-phenylanthracene C1(=CC=CC2=CC=CC=C12)C=1C2=CC=CC=C2C(=C2C=CC(=CC12)C1=CC=CC=C1)C1=CC=CC2=CC=CC=C12